N1N=CC2=CC(=CC=C12)NC1=C(C=NC2=CC(=C(C=C12)NC(=O)NC1CCN(CC1)CC)OCC)C#N 1-(4-((1H-indazol-5-yl)amino)-3-cyano-7-ethoxyquinolin-6-yl)-3-(1-ethylpiperidin-4-yl)urea